α-bromo-isobutanoic acid ethylester C(C)OC(C(C)(C)Br)=O